1-(5-(((2S,4R)-1-(2,2-difluoro-3-methoxypropyl)-2-methylpiperidin-4-yl)methyl)Pyrazolo[1,5-a]Pyridin-3-yl)-3-(2,4-dimethoxybenzyl)dihydropyrimidine-2,4(1H,3H)-dione FC(CN1[C@H](C[C@@H](CC1)CC1=CC=2N(C=C1)N=CC2N2C(N(C(CC2)=O)CC2=C(C=C(C=C2)OC)OC)=O)C)(COC)F